C(C)OC(C(CC(C1=CC=CC=C1)(C1=CC=CC=C1)Cl)=O)=O 4-chloro-4,4-diphenyl-2-oxo-butyric acid ethyl ester